C(C)(=O)[O-].C(CCC)[N+]1(CCCCC1)CCC 1-Butyl-1-propylpiperidinium acetat